BrC=1C=CC(=NC1)CN1C=CC2=CC=CC(=C12)C(=O)OC methyl 1-((5-bromopyridin-2-yl) methyl)-1H-indole-7-carboxylate